5-chloro-2-{3-chloro-2-[3-(difluoromethyl)isooxazole-5-yl]phenoxy}pyrimidine ClC=1C=NC(=NC1)OC1=C(C(=CC=C1)Cl)C1=CC(=NO1)C(F)F